4,4-Dimethyl-3-oxo-N-[(1S)-1-[3-(2,2,2-trifluoroethoxy)phenyl]ethyl]pentanamide CC(C(CC(=O)N[C@@H](C)C1=CC(=CC=C1)OCC(F)(F)F)=O)(C)C